3,6-dibromo-2,3-dihydro-1H-inden-1-one BrC1CC(C2=CC(=CC=C12)Br)=O